NC1C(N(CC1C)C(=O)OCC1=CC=CC=C1)CC1=C(C(=CC=C1)Br)F benzyl 3-amino-2-[(3-bromo-2-fluoro-phenyl)methyl]-4-methyl-pyrrolidine-1-carboxylate